tert-butyl 4-[3-[4-sulfamoyl-2-(trifluoromethylsulfonyl)anilino]propyl]piperazine-1-carboxylate S(N)(=O)(=O)C1=CC(=C(NCCCN2CCN(CC2)C(=O)OC(C)(C)C)C=C1)S(=O)(=O)C(F)(F)F